[Al](Cl)(Cl)Cl.C(C)[NH+](CC)CC triethylammonium aluminum chloride salt